ethyl 3-oxo-1,5-dioxaspiro[5.5]undecane-8-carboxylate O=C1COC2(OC1)CC(CCC2)C(=O)OCC